4-methyl-s-triazine CC1=NC=NC=N1